3-(10-(Benzyloxy)-2-methyl-4-oxo-5,6-dihydro-2H-2,6-methanobenzo[g]-[1,3,5]oxadiazocin-3(4H)-yl)-N-methyl-N-(2-phenoxyethyl)benzamid C(C1=CC=CC=C1)OC1=CC=CC=2C3NC(N(C(OC21)(C3)C)C=3C=C(C(=O)N(CCOC2=CC=CC=C2)C)C=CC3)=O